[2-oxo-2-[2-[3-[4-(trifluoromethyl)anilino]pyrazine-2-carbonyl]hydrazino]ethyl]carbamate O=C(CNC([O-])=O)NNC(=O)C1=NC=CN=C1NC1=CC=C(C=C1)C(F)(F)F